2-(4-(dibenzylcarbamoyl)-2'-formyl-[1,1'-biphenyl]-3-yl)acetic acid C(C1=CC=CC=C1)N(C(=O)C1=C(C=C(C=C1)C1=C(C=CC=C1)C=O)CC(=O)O)CC1=CC=CC=C1